lithium boron bismuth [Bi].[B].[Li]